C1(CC1)C(C1CC1)N(C(=O)OCC1=C(C=NN1C)C1=CC=C(C(=N1)C)OC1CCCCC1)C (1S,3S)-3-((6-(5-((((Dicyclopropylmethyl)(methyl)carbamoyl)oxy)methyl)-1-methyl-1H-pyrazol-4-yl)-2-methylpyridin-3-yl)oxy)cyclohexan